(2-hydroxyethyl)diethyl-ammonium OCC[NH+](CC)CC